(3R)-3-amino-8-fluoro-4-oxo-5-[[4-(trifluoromethoxy)phenyl]methyl]-2,3-dihydro-1,5-benzothiazepine-7-carboxylic acid N[C@H]1CSC2=C(N(C1=O)CC1=CC=C(C=C1)OC(F)(F)F)C=C(C(=C2)F)C(=O)O